4-chloro-2'-hydroxy-4'-methoxy-5'-benzylaminomethyl-chalcone ClC1=CC=C(C=C1)\C=C\C(=O)C1=C(C=C(C(=C1)CNCC1=CC=CC=C1)OC)O